3-[4-(diphenylmethylidene)piperidine-1-carbonyl]-5-methylpyridine C1(=CC=CC=C1)C(=C1CCN(CC1)C(=O)C=1C=NC=C(C1)C)C1=CC=CC=C1